3-(6-Aminopyridin-3-yl)-1-methyl-N-(1-methylpiperidin-4-yl)-1H-indazole-5-carboxamide NC1=CC=C(C=N1)C1=NN(C2=CC=C(C=C12)C(=O)NC1CCN(CC1)C)C